(S)-7-(naphthalen-1-yl)-5,6,7,8-tetrahydroquinazoline-2,4(1H,3H)-dione C1(=CC=CC2=CC=CC=C12)[C@H]1CCC=2C(NC(NC2C1)=O)=O